Cl.C(C(C)C)ON isobutyl-Oxyamine hydrochloride